O[C@@H](CN(CC[C@@H](C(=O)OC)NC(CCC1=CC=C(C=C1)C1=CC=C(C=C1)CCCCNC(=N)NC(=O)C1=NC(=C(N=C1N)N)Cl)=O)C[C@@H]([C@H]([C@@H]([C@@H](CO)O)O)O)O)[C@H]([C@@H]([C@@H](CO)O)O)O methyl (S)-4-(bis((2S,3R,4R,5R)-2,3,4,5,6-pentahydroxyhexyl) amino)-2-(3-(4'-(4-(3-(3,5-diamino-6-chloropyrazine-2-carbonyl)guanidino)butyl)-[1,1'-biphenyl]-4-yl) propanamido)butanoate